N-[(4-methoxyphenyl)methylene]-4-methylaniline COC1=CC=C(C=C1)C=NC1=CC=C(C=C1)C